BrC1=NC=CC(=C1)CCOC1=NC(=CC=C1)Cl 2-bromo-4-(2-((6-chloropyridin-2-yl)oxy)ethyl)pyridine